C(C1=CC=CC=C1)S(=O)(=O)NC(C1=CC=C(C=C1)N1CCN(CC1)C(=O)C=1C=NC=C(C1)C#CC=1C=NC=C(C1)OC1OCCCC1)=O N-benzylsulfonyl-4-[4-[5-[2-[5-(oxane-2-yloxy)pyridine-3-yl]ethynyl]pyridin-3-carbonyl]piperazine-1-yl]benzamide